ClC=1N=CC2=C(N1)NCC2(C)C 2-chloro-5,5-dimethyl-6,7-dihydropyrrolo[2,3-d]pyrimidine